O=C1NCCCC[C@@H]1NCC=1C(=CSC1)C(=O)OC methyl (S)-4-(((2-oxoazepan-3-yl)amino)methyl)thiophene-3-carboxylate